3-((4-bromophenyl)(cyanomethyl)amino)-2-cyclopentylacrylonitrile BrC1=CC=C(C=C1)N(C=C(C#N)C1CCCC1)CC#N